BrC1=C(C=2C(N(C1=O)C)=CN(N2)CC#N)N2[C@H](CN([C@@H](C2)CC)C(C)C2=CC=C1C(=N2)SC(=N1)C)CC 2-(6-bromo-7-((2S,5R)-2,5-diethyl-4-(1-(2-methylthiazolo[5,4-b]pyridin-5-yl)ethyl)piperazin-1-yl)-4-methyl-5-oxo-4,5-dihydro-2H-pyrazolo[4,3-b]pyridin-2-yl)acetonitrile